ethyl 2-((3bS,4aR)-3-(trifluoromethyl)-4,4a-dihydrospiro[cyclopropa[3,4]cyclopenta[1,2-c]pyrazole-5,2'-[1,3]dithiolane]-1(3bH)-yl)acetate FC(C=1C2=C(N(N1)CC(=O)OCC)C1(SCCS1)[C@H]1[C@@H]2C1)(F)F